2-(4-bromo-2-(1,1-difluoropropyl)phenoxy)-3-fluoropropan-1-ol BrC1=CC(=C(OC(CO)CF)C=C1)C(CC)(F)F